methyl 2-(5-(2-carbamoyl-6-(trifluoromethoxy)-1H-indol-1-yl)-2,3-dihydrobenzofuran-3-yl)acetate C(N)(=O)C=1N(C2=CC(=CC=C2C1)OC(F)(F)F)C=1C=CC2=C(C(CO2)CC(=O)OC)C1